CC1=NOC(=C1C=1C=C(C2=C(NC(C[C@H](N2)C)=O)C1)C=1C=CC=C2C=C(N=CC12)C=1C=CC(=NC1)C(=O)[O-])C.[Li+] Lithium (R)-5-(8-(8-(3,5-dimethylisoxazol-4-yl)-4-methyl-2-oxo-2,3,4,5-tetrahydro-1H-benzo[b][1,4]diazepin-6-yl)isoquinolin-3-yl)picolinate